CC=1C=C2C(C=C(OC2=C(C1)C(C)NC1=C(C(=O)O)C=CC=C1)C=1C=C2C=NN(C2=CC1)CC1COC1)=O 2-[1-[6-Methyl-2-[1-(oxetan-3-ylmethyl)indazol-5-yl]-4-oxo-chromen-8-yl]ethylamino]benzoic acid